Cl.FC=1C2=C(C=NC1N1C[C@@H](CC1)OC)N=C(N2)C2=CC(=CN2)C(=O)C2=C(C=CC=C2)C(F)(F)F (R)-(5-(7-fluoro-6-(3-methoxypyrrolidin-1-yl)-1H-imidazo[4,5-c]pyridin-2-yl)-1H-pyrrol-3-yl)(2-(trifluoromethyl)phenyl)methanone hydrochloride